CC1(CC=2N(N=CC2C2=CC(=NC=C2F)NC(=O)[C@@H]2C[C@@H](CCC2)NC(OC(C)(C)C)=O)C1)C Tert-butyl ((1R,3S)-3-((4-(5,5-dimethyl-5,6-dihydro-4H-pyrrolo[1,2-b]pyrazol-3-yl)-5-fluoropyridin-2-yl)carbamoyl)cyclohexyl)carbamate